1-(N,N-Bis(2-hydroxyethyl)amino)propan-2-ol OCCN(CCO)CC(C)O